C(C)(C)(C)C1=C(C=CC(=C1)C(C)(C)C)OC(C1=CC(=C(C(=C1)C(C)(C)C)O)C(C)(C)C)=O 2,4-ditertiary butylphenyl-3,5-ditertiary butyl-4-hydroxybenzoate